FC1=CC2=C(N(C(=N2)C)C2=NC(=CC(=N2)N=S(=O)(C)C)N2[C@@H](COCC2)C)C=C1 (R)-((2-(5-fluoro-2-methyl-1H-benzo[d]-imidazol-1-yl)-6-(3-methylmorpholino)-pyrimidin-4-yl)imino)-dimethyl-λ6-sulfanone